S1C(=NC2=C1C=CC=C2)NC(=O)C2=CC=C(CN1CCN(CC1)C(=O)NC1=CC=C(C=C1)C(F)(F)F)C=C2 4-(4-(benzo[d]thiazol-2-ylcarbamoyl)benzyl)-N-(4-(trifluoromethyl)phenyl)piperazine-1-carboxamide